C1(CC1)C1=NC2=C(C=C(C=C2NC1=O)CN1CCNCC1)F 4-((2-cyclopropyl-8-fluoro-3-oxo-3,4-dihydroquinoxalin-6-yl)methyl)piperazine